ClC=1C(=CC2=C([C@@H]([C@](O2)(C2=CC=CC=C2)CO)C)C1C1=C(C(=O)N)C=CC(=C1F)OC)F 2-((2S,3S,4R)-5-chloro-6-fluoro-2-(hydroxymethyl)-3-methyl-2-phenyl-2,3-dihydrobenzofuran-4-yl)-3-fluoro-4-methoxybenzamide